N-(2-Carbamoylthiophen-3-yl)pyrazolo[1,5-a]pyrimidin-3-carboxamid C(N)(=O)C=1SC=CC1NC(=O)C=1C=NN2C1N=CC=C2